FC(C(=O)OC(C(F)F)=O)F 2,2-difluoroacetyl-2,2-difluoroacetate